((1-ethoxyisoquinolin-4-yl)methyl)ethanamine C(C)OC1=NC=C(C2=CC=CC=C12)CC(C)N